N-(1-(tert-butyl)-1H-pyrazol-4-yl)-2-(4-((6-(2-((tert-butyldimethylsilyl)oxy)ethoxy)quinazolin-4-yl)oxy)-2-fluorophenyl)acetamide C(C)(C)(C)N1N=CC(=C1)NC(CC1=C(C=C(C=C1)OC1=NC=NC2=CC=C(C=C12)OCCO[Si](C)(C)C(C)(C)C)F)=O